5-Acetyl-2-fluorobenzenesulfonamide C(C)(=O)C=1C=CC(=C(C1)S(=O)(=O)N)F